methyl (5-((4-(4-methylthiophen-2-yl)phenyl)thio)-1H-benzo[d]imidazol-2-yl)carbamate CC=1C=C(SC1)C1=CC=C(C=C1)SC1=CC2=C(NC(=N2)NC(OC)=O)C=C1